FC(OC=1C=C(C=C(C1C(=O)N1CCC(CC1)O)OC)C1=CN=C2N1C=CC(=C2)C(C#N)(C)C)F 2-[3-[3-(difluoromethoxy)-4-(4-hydroxypiperidine-1-carbonyl)-5-methoxy-phenyl]imidazo[1,2-a]pyridin-7-yl]-2-methyl-propanenitrile